IC1=CC=C(C=C1)CC(=O)C1C(OC(OC1=O)(C)C)=O 5-(2-(4-iodophenyl)acetyl)-2,2-dimethyl-1,3-dioxane-4,6-dione